5-chloro-4-(cyclopentylmethoxy)-2-fluoro-N-((4-((1-methyl-1H-pyrazol-5-yl)methoxy)phenyl)sulfonyl)benzamide ClC=1C(=CC(=C(C(=O)NS(=O)(=O)C2=CC=C(C=C2)OCC2=CC=NN2C)C1)F)OCC1CCCC1